C(C)S(=O)(=O)C=1C=C(C=NC1C=1C=C2CCC(N(C2=CN1)CC(C(F)(F)F)(F)F)=O)N(C(C)=O)C N-[5-ethylsulfonyl-6-[2-oxo-1-(2,2,3,3,3-pentafluoropropyl)-3,4-dihydro-1,7-naphthyridin-6-yl]-3-pyridyl]-N-methyl-acetamide